(S)-1-(6-(4-chlorophenyl)-2-(5,6-difluoropyridin-3-yl)pyrimidin-4-yl)pyrrolidin-3-ol ClC1=CC=C(C=C1)C1=CC(=NC(=N1)C=1C=NC(=C(C1)F)F)N1C[C@H](CC1)O